2-(5-bromo-1H-pyrrolo[2,3-b]pyridin-3-yl)-N-(2-fluorobenzyl)ethan-1-amine BrC=1C=C2C(=NC1)NC=C2CCNCC2=C(C=CC=C2)F